CC1=CN(C2=CC=CC=C12)C(C(=O)O)C 2-(3-methylindol-1-yl)propanoic acid